ClC=1C=C(C=CC1)S(=O)(=O)O m-chlorobenzenesulfonic acid